FC1(CCC(CC1)NC(C(C=1C(=NC=CC1C)C)N(C(=O)[C@@H]1NC[C@](C1)(C)O)C1=CC=C(C=C1)S(F)(F)(F)(F)F)=O)F (2R,4R)-N-[2-[(4,4-difluorocyclohexyl)amino]-1-(2,4-dimethyl-3-pyridyl)-2-oxo-ethyl]-4-hydroxy-4-methyl-N-[4-(pentafluoro-λ6-sulfanyl)phenyl]pyrrolidine-2-carboxamide